NC1=NC(=C(C=2N1C(N(N2)CC2=NC=C(C=C2)F)=O)C2=CC(=C(C(=C2)C)O)C)C2=CC=CC=C2 5-amino-2-[(5-fluoro-2-pyridyl)methyl]-8-(4-hydroxy-3,5-dimethyl-phenyl)-7-phenyl-[1,2,4]triazolo[4,3-c]pyrimidin-3-one